(E)-4-(7-((4-(1-isopropyl-1H-pyrazol-4-yl)-5-methylpyrimidin-2-yl)amino)-1,2,3,4-tetrahydroisoquinolin-2-yl)butenoic acid diethylamide C(C)N(C(\C=C\CN1CC2=CC(=CC=C2CC1)NC1=NC=C(C(=N1)C=1C=NN(C1)C(C)C)C)=O)CC